OC=1C=CC2=C(NC([C@H](CC2)NC(=O)C2=NC=CC(=C2)OC2=CC=CC=C2)=O)N1 (S)-N-(2-hydroxy-8-oxo-6,7,8,9-tetrahydro-5H-pyrido[2,3-b]azepin-7-yl)-4-phenoxypyridineamide